CCCCCCCCCCCCCCCCC(=O)O[C@H](COC(=O)CCCC/C=C\C/C=C\C/C=C\CCCCC)COP(=O)(O)OC[C@H](CO)O 1-(6Z,9Z,12Z-octadecatrienoyl)-2-heptadecanoyl-glycero-3-phospho-(1'-sn-glycerol)